C(C)(C)(C)C1(N(CC1)C(=O)O)C.NC1=CC=C(C=C1)C1=C(C(=O)N)C=CN=C1 (4-aminophenyl)isonicotinamide Tert-butyl-methyl-azetidine-1-carboxylate